2-(4-(2-((8-amino-6-(3-cyano-2-fluorophenyl)-[1,2,4]triazolo[1,5-a]pyrazin-2-yl)methyl)-3-fluorophenyl)-1H-pyrazol-1-yl)-N,N-dimethylacetamide NC=1C=2N(C=C(N1)C1=C(C(=CC=C1)C#N)F)N=C(N2)CC2=C(C=CC=C2F)C=2C=NN(C2)CC(=O)N(C)C